BrC=1C=CC2=C(OCCN2C(=O)NCC2=CC(=CC(=C2)OC)F)C1 7-bromo-N-(3-fluoro-5-methoxybenzyl)-2,3-dihydro-4H-benzo[b][1,4]oxazine-4-formamide